4-(2-chloro-5-fluoropyrimidin-4-yl)-2-(methoxymethyl)-2-methylmorpholine ClC1=NC=C(C(=N1)N1CC(OCC1)(C)COC)F